(S)-1-(1-(5-fluoro-3-methylbenzofuran-2-yl)-2-methylpropyl)-3-(5-(piperazine-1-carbonyl)pyridin-3-yl)urea FC=1C=CC2=C(C(=C(O2)[C@H](C(C)C)NC(=O)NC=2C=NC=C(C2)C(=O)N2CCNCC2)C)C1